(rac)-6-bromo-4-[4-fluoro-4-(5-methyl-1,3-benzoxazol-2-yl)piperidin-1-yl]-1-methyl-2-oxo-7-[(oxolan-3-yl)oxy]-1,2-dihydroquinoline-3-carbonitrile BrC=1C=C2C(=C(C(N(C2=CC1O[C@H]1COCC1)C)=O)C#N)N1CCC(CC1)(C=1OC2=C(N1)C=C(C=C2)C)F |r|